OC1(C=2C3=C(C(N(C2CCC1)COCC[Si](C)(C)C)=O)SC=C3)C 9-hydroxy-9-methyl-5-((2-(trimethylsilyl)ethoxy)methyl)-6,7,8,9-tetrahydrothieno[2,3-c]quinolin-4(5H)-one